ethyl 2-(5-chloro-4-(cyclopropylmethoxy)-3-isopropyl-6-oxopyridazin-1(6H)-yl)acetate ClC1=C(C(=NN(C1=O)CC(=O)OCC)C(C)C)OCC1CC1